3-(3-ethoxy-4-(7-oxo-6,7-dihydro-3H-[1,2,3]triazolo[4,5-d]pyrimidin-5-yl)benzyl)benzoic acid C(C)OC=1C=C(CC=2C=C(C(=O)O)C=CC2)C=CC1C=1NC(C2=C(N1)NN=N2)=O